C(C)(C)(C)OC(=O)N1C[C@@H](CCC1)N(C(C1=C(C=C(C=C1)C=1N=NN(C1)C)F)=O)C1=NC=CC2=C1C=C(S2)C(=O)O (R)-4-(N-(1-(tert-butoxycarbonyl)piperidin-3-yl)-2-fluoro-4-(1-methyl-1H-1,2,3-triazol-4-yl)benzamido)thieno[3,2-c]pyridine-2-carboxylic acid